FC(C1=CC=C(C=C1)C=1C=2N(C=C(N1)C1(CC1)N)C=CN2)(F)F 1-(8-(4-(trifluoromethyl)phenyl)imidazo[1,2-a]pyrazin-6-yl)cyclopropan-1-amine